5-cyclohexyl-2,4-dimethyl-4-pentenal C1(CCCCC1)C=C(CC(C=O)C)C